ClC1C(C(=O)O)(C=CC(=N1)Cl)F 2,6-Dichloro-3-fluoronicotinic acid